(S)-N-methyl-5-(3-methyl-4-((8-methyl-6-oxo-7-(trifluoromethyl)-5,6-dihydro-1,5-naphthyridin-3-yl)methyl)piperazin-1-yl)picolinamide CNC(C1=NC=C(C=C1)N1C[C@@H](N(CC1)CC=1C=NC=2C(=C(C(NC2C1)=O)C(F)(F)F)C)C)=O